C1(CCC1)CN(C(OC(C)(C)C)=O)[C@H]1CN(CCC1)C=1C=NC(=CC1)C1(COC1)C(NC=1NC(C2=CC=CC=C2C1)=O)=O tert-butyl (R)-(cyclobutylmethyl)(1-(6-(3-((1-oxo-1,2-dihydroisoquinolin-3-yl)carbamoyl)oxetan-3-yl)pyridin-3-yl)piperidin-3-yl)carbamate